C(CCCC)C1=CC=C(C=C1)C(=O)N[O-] 4-pentylbenzenehydroxamate